O=S1(CC2=C(C1)C=C(C=C2)NC=2N=CC1=C(N2)N(C(C=C1C)=O)[C@H]1[C@](CCC1)(C)O)=O 2-((2,2-Dioxo-1,3-Dihydrobenzo[c]thiophen-5-yl)amino)-8-((1R,2R)-2-hydroxy-2-methylcyclopentyl)-5-methylpyrido[2,3-d]pyrimidin-7(8H)-one